C(C1=CC=CC=C1)N(C[C@@H](CCCO)C)CC1=CC=CC=C1 (4R)-5-(dibenzylamino)-4-methylpentan-1-ol